C(C)(=O)N1CC(C1)OC1=CC2=C(C(N(CCO2)C[C@@H](CN2CC3=CC=CC=C3CC2)O)=O)C=C1 8-(1-acetylazetidin-3-yl)oxy-4-[(2R)-3-(3,4-dihydro-1H-isoquinolin-2-yl)-2-hydroxy-propyl]-2,3-dihydro-1,4-benzoxazepin-5-one